N-[(6-chloro-5-fluoro-4-iodo-2-pyridyl)methyl]formamide ClC1=C(C(=CC(=N1)CNC=O)I)F